CN1C(C(CC1)C)=O N-methyl-3-methyl-2-pyrrolidinone